CC1CC(CC1)CS 3-methylcyclopentylmethyl mercaptan